C(C1=CC=CC=C1)OC1CCC(CC1)CNC[C@H](O)C=1C=NC=C(C1)F (R)-2-((((1s,4S)-4-(Benzyloxy)cyclohexyl)methyl)amino)-1-(5-fluoropyridin-3-yl)ethan-1-ol